N-[(2'-cyanobiphenyl-4-yl)methyl]-(L)-valine methyl ester hydrochloride Cl.COC([C@@H](NCC1=CC=C(C=C1)C1=C(C=CC=C1)C#N)C(C)C)=O